arginine, potassium salt [K+].N[C@@H](CCCNC(N)=N)C(=O)[O-]